C1=CC=CC=2C3=CC=CC=C3C(C12)COC(=O)N[C@H](C(=O)O)CC1=CC(=CC=C1)N/C(=N/C(=O)OC(C)(C)C)/NC(=O)OC(C)(C)C (S,Z)-2-((((9H-fluoren-9-yl)methoxy)carbonyl)amino)-3-(3-(2,3-bis(tert-butoxycarbonyl)guanidino)phenyl)propanoic acid